FC(C(=O)O)(F)F.N1CC(C1)NOC(CO)CO 2-{[(azetidin-3-yl)amino]oxy}propane-1,3-diol trifluoroacetate